diaminoethylhexane NC(CCCCCCC)N